(S)-2-(6-(3,4-dimethoxyphenyl)-7-ethyl-5H-pyrrolo[3,2-d]pyrimidin-2-yl)-5-(piperidin-2-ylmethyl)-1,3,4-oxadiazole COC=1C=C(C=CC1OC)C1=C(C=2N=C(N=CC2N1)C=1OC(=NN1)C[C@H]1NCCCC1)CC